1-(6-(hydroxymethyl)-2-methylquinolin-3-yl)dihydropyrimidine OCC=1C=C2C=C(C(=NC2=CC1)C)N1CNCC=C1